C(C)C1=NN=C(S1)NC(=O)C1(CCCC1)C[C@H](C(=O)O)CCC (R)-2-({1-[(5-ethyl-1,3,4-thiadiazol-2-yl)carbamoyl]cyclopentyl}methyl)pentanoic acid